CS(=O)(=O)CC1=CC=C(C=C1)NC1=NC=2C=CC=C(C2C=N1)N N~2~-{4-[(methylsulfonyl)methyl]phenyl}quinazoline-2,5-diamine